methyl 5-[1-methyl-4-(trifluoromethyl)imidazol-2-yl]pyridine-2-carboxylate CN1C(=NC(=C1)C(F)(F)F)C=1C=CC(=NC1)C(=O)OC